2-(4-chloro-3-fluorophenoxy)-N-(4-{[2-(3,4-dichlorophenoxy)ethyl]amino}-3-hydroxybicyclo[2.2.2]octan-1-yl)acetamide ClC1=C(C=C(OCC(=O)NC23CC(C(CC2)(CC3)NCCOC3=CC(=C(C=C3)Cl)Cl)O)C=C1)F